(R)-1-((4-((1-(3-(difluoromethyl)-2-fluorophenyl)ethyl)amino)-2-methylpyrido[3,4-d]pyrimidin-6-yl)sulfonyl)-3-methylazetidin-3-ol FC(C=1C(=C(C=CC1)[C@@H](C)NC=1C2=C(N=C(N1)C)C=NC(=C2)S(=O)(=O)N2CC(C2)(O)C)F)F